C(CCCCCCCCCCCCC(=O)N)CCCCCCCCCCCC(=O)N ethylenebislauric acid amide